CN(C)CC(CO)O N,N-dimethyl-2,3-dihydroxypropylamine